FC(C(=N)C=1OC=CC1)(F)F 2,2,2-Trifluoro-1-(furan-2-yl)ethan-1-imine